3-[[4-(Difluoromethoxy)-3-(1-methyl-4-[pyrazolo[1,5-a]pyrimidin-3-ylamino]-1H-pyrazol-3-yl)phenyl]sulfanyl]azetidine-1-carboxylic acid tert-butyl ester C(C)(C)(C)OC(=O)N1CC(C1)SC1=CC(=C(C=C1)OC(F)F)C1=NN(C=C1NC=1C=NN2C1N=CC=C2)C